CN(C)S=C(O)Cl N,N-dimethylamino-thiocarboxychloride